C1=C2C=C3C=CC4C5=CC=CC=C5SC5=CC=C(C3=C45)C2=CC=C1 anthra(2,1,9-mna)thioxanthen